N-(bis(3-(tributylsilyl)phenyl)phosphaneyl)-1-(2-methoxyphenyl)-N-methyl-1-(3-(tributylsilyl)phenyl)phosphanamine C(CCC)[Si](C=1C=C(C=CC1)P(N(P(C1=CC(=CC=C1)[Si](CCCC)(CCCC)CCCC)C1=C(C=CC=C1)OC)C)C1=CC(=CC=C1)[Si](CCCC)(CCCC)CCCC)(CCCC)CCCC